ClC1=C(C=CC=C1)CN1N=C(C=C1C1=CC2=C(OCCO2)C=C1)COC(C(=O)OC)(C)C Methyl 2-([1-[(2-chlorophenyl)methyl]-5-(2,3-dihydro-1,4-benzodioxin-6-yl)-1H-pyrazol-3-yl]methoxy)-2-methyl-propanoate